diiodotetracarbonyl-osmium I[Os](=C=O)(=C=O)(=C=O)(=C=O)I